OC1=C(C=C(C=C1OC)CC(=O)O)OC 4-hydroxy-3,5-dimethoxyphenylacetic acid